C(#N)C1=C(C=NC=C1C1=CC(=C(C=C1)OC)OC)C1=CC(=CS1)N(C=O)C1CCC1 N-(5-(4-cyano-5-(3,4-dimethoxyphenyl)pyridin-3-yl)thiophen-3-yl)cyclobutylformamide